ClC1=NN(C=N1)CC1=CC(C(=C(N1CC)C1=CC(=C(C=C1)Cl)Cl)C(=O)O)=O 6-[(3-chloro-1,2,4-triazol-1-yl)methyl]-2-(3,4-dichlorophenyl)-1-ethyl-4-oxo-pyridine-3-carboxylic acid